C(=O)(OCC1C2=CC=CC=C2C2=CC=CC=C12)NC(C(=O)O)CCN N-Fmoc-2,4-diaminobutyric acid